N-(5-(4-((4-([1,2,4]triazolo[4,3-c]pyrimidin-7-yloxy)-3-methylphenyl)amino)quinazolin-6-yl)-6-methylpyridin-2-yl)acrylamide N=1N=CN2C=NC(=CC21)OC2=C(C=C(C=C2)NC2=NC=NC1=CC=C(C=C21)C=2C=CC(=NC2C)NC(C=C)=O)C